5-(chloromethyl)-1H-imidazole ClCC1=CN=CN1